1-(4-chlorophenyl)pyrazolone ClC1=CC=C(C=C1)N1NC(C=C1)=O